BrC1=CC(=C(C=C1F)CC=1N(C2=C(N1)C=CC(=C2)C(=O)OC)[C@H]2COC[C@H]2C)F Methyl 2-[(4-bromo-2,5-difluoro-phenyl)methyl]-3-[(3R,4S)-4-methyltetrahydrofuran-3-yl]benzimidazole-5-carboxylate